5-((2S,5R)-4-((7-ethyl-6-oxo-5H-1,5-naphthyridin-3-yl)methyl)-2,5-dimethylpiperazin-1-yl)-N-methylpyridine-2-carboxamide C(C)C=1C(NC=2C=C(C=NC2C1)CN1C[C@@H](N(C[C@H]1C)C=1C=CC(=NC1)C(=O)NC)C)=O